C1(=CC=CC=C1)S(=O)(=O)N1C=C(C2=CC=C(C=C12)Cl)S(=O)(=O)Cl 1-(benzenesulfonyl)-6-chloro-indole-3-sulfonyl chloride